(2R,3R)-3-(2-methoxyethoxy)-2-(3-methoxy-2-methyl-phenyl)pyrrolidine hydrochloride Cl.COCCO[C@H]1[C@H](NCC1)C1=C(C(=CC=C1)OC)C